3-(4-bromophenyl)phenanthrene BrC1=CC=C(C=C1)C=1C=CC=2C=CC3=CC=CC=C3C2C1